7-(6-amino-3-methylpyridin-2-yl)-8-fluoro-2-(((2R,7aS)-2-fluorotetrahydro-1H-pyrrolizin-7a(5H)-yl)methoxy)pyrido[4,3-d]pyrimidin NC1=CC=C(C(=N1)C1=C(C=2N=C(N=CC2C=N1)OC[C@]12CCCN2C[C@@H](C1)F)F)C